[4-[2-(3,3-difluoropyrrolidin-1-yl)ethoxy]phenyl]acetic acid FC1(CN(CC1)CCOC1=CC=C(C=C1)CC(=O)O)F